C1=CC=CC=2C3=CC=C4C5=CC=C6CC7=CC=CC=C7C7=CC=C(C8=CC=C(CC12)C3=C48)C5=C67 isoviolanthrene